BrC=1C=C(C2=C(C(=C(B(O2)O)C)C)C1)C 6-bromo-2-hydroxy-3,4,8-trimethyl-1,2-benzoxaborinine